tert-butyl 4-((2R,3R)-2-(benzo[d][1,3]dioxol-5-yl)-7-methoxy-3-methyl-2,3-dihydrobenzofuran-5-yl)-1,2-dimethyl-1H-imidazole-5-carboxylate O1COC2=C1C=CC(=C2)[C@@H]2OC1=C([C@H]2C)C=C(C=C1OC)C=1N=C(N(C1C(=O)OC(C)(C)C)C)C